CN1N=C2C=CC(=CC2=C1C1=NC=CC(=N1)N1N=CC(=C1)C(C)O)OC(C)C (1-{2-[2-methyl-5-(propan-2-yloxy)-2H-indazol-3-yl]pyrimidin-4-yl}-1H-pyrazol-4-yl)Ethan-1-ol